C(C=C)N1N(C2=NC(=NC=C2C1=O)NC=1C=C2C=NN(C2=CC1)CC(C)C)C1=CC=CC(=N1)OC1CCN(CC1)C(=O)OC(C)(C)C tert-butyl 4-((6-(2-allyl-6-((1-isobutyl-1H-indazol-5-yl)amino)-3-oxo-2,3-dihydro-1H-pyrazolo[3,4-d]pyrimidin-1-yl)pyridin-2-yl)oxy)piperidine-1-carboxylate